N,N-Dimethyl-1,3-Diaminopropane CN(CCCN)C